C(C)(=O)O[C@@H](CNC)[C@@H](OC(C)=O)[C@H](OC(C)=O)[C@H](OC(C)=O)COC(C)=O meglumine pentaacetate